CC=1C(C2=C(CCN(CC2)C(=O)OC(C)(C)C)C(C1C)=O)=O tert-butyl 7,8-dimethyl-6,9-dioxo-1,2,4,5,6,9-hexahydro-3H-benzo[d]azepine-3-carboxylate